C(C)(C)OC(=O)C1(CC(=NO1)C1=CC(=CC(=C1)F)F)C=C 3-(3,5-difluorophenyl)-5-vinyl-4H-isoxazole-5-carboxylic acid isopropyl ester